N-(5'-methyl-2'-(p-tolylselanyl)-[1,1'-biphenyl]-2-yl)picolinamide CC=1C=CC(=C(C1)C1=C(C=CC=C1)NC(C1=NC=CC=C1)=O)[Se]C1=CC=C(C=C1)C